ethyl 4-((5-amino-2-methylphenyl)carbamoyl)benzoate NC=1C=CC(=C(C1)NC(=O)C1=CC=C(C(=O)OCC)C=C1)C